tert-butyl (R)-4-(2-bromo-5-ethyl-7-oxo-4-((2-(trimethylsilyl)ethoxy)methyl)-4,7-dihydro-[1,2,4]triazolo[1,5-a]pyrimidin-6-yl)-2-methylpiperazine-1-carboxylate BrC1=NN2C(N(C(=C(C2=O)N2C[C@H](N(CC2)C(=O)OC(C)(C)C)C)CC)COCC[Si](C)(C)C)=N1